BrC=1C(=CC=CC1)C1=CC=CC=C1 3-bromo-2,2'-biphenyl